Cl.O1CCN(CC1)C12CC(C1)(C2)N 3-morpholino-bicyclo[1.1.1]Pentane-1-amine hydrochloride